1-mesityl-4,5-dimethyl-3-(2,4,6-trimethylbenzyl)-1H-imidazol-3-ium chloride [Cl-].C1(=C(C(=CC(=C1)C)C)N1C=[N+](C(=C1C)C)CC1=C(C=C(C=C1C)C)C)C